4-(5-chloro-1,6-dimethyl-1H-indazol-7-yl)-7,7-dimethyl-2-(2-(2-propenoyl)-2,6-diazaspiro[3.4]octan-6-yl)-7,8-dihydro-5H-pyrano[4,3-b]pyridine-3-carbonitrile ClC=1C=C2C=NN(C2=C(C1C)C1=C2C(=NC(=C1C#N)N1CC3(CN(C3)C(C=C)=O)CC1)CC(OC2)(C)C)C